5-[3-(6-Bromo-8-chloro-1,2,3,4-tetrahydro-quinolin-4-ylamino)-propylamino]-4H-thieno[3,2-b]pyridin-7-one BrC=1C=C2C(CCNC2=C(C1)Cl)NCCCNC1=CC(C2=C(N1)C=CS2)=O